CCCCOC(=O)CC(CC(=O)OCCCC)(C(=O)OCCCC)OC(=O)C acetyl tri-n-butyl citrate